benzyl 8-methyl-4-(18-oxo-1,6,11,13,20-pentazatetracyclo[10.6.2.12,6.015,19]henicosa-12,14,16,19-tetraen-17-yl)-2,3-dihydroquinoxaline-1-carboxylate CC=1C=CC=C2N(CCN(C12)C(=O)OCC1=CC=CC=C1)C1=CC2=CN=C3NCCCCN4CCCC(N(C1=O)C2=N3)C4